4,4,4-trifluoro-3-{2-[(1s,4s)-4-{[rel-(1R,5S)-7-oxo-9-oxa-2,6-diazaspiro[4.5]decan-1-yl]methoxy}cyclohexyl]phenoxy}butanoic acid FC(C(CC(=O)O)OC1=C(C=CC=C1)C1CCC(CC1)OC[C@@H]1NCC[C@]12NC(COC2)=O)(F)F |o1:22,26|